BrC(CCC(CC)C#N)C1=CC=CC=C1 1-bromo-4-cyanohexylbenzene